4-((4-fluorophenyl)sulfonyl)-7-iodo-1,2-dihydronaphthalene FC1=CC=C(C=C1)S(=O)(=O)C1=CCCC2=CC(=CC=C12)I